6-Chloro-1-[4-(diethylamino)-2-isopropyl-3-pyridyl]-4-[(2S,5R)-2,5-dimethyl-4-prop-2-enoyl-piperazin-1-yl]-7-(2-isopropylphenyl)pyrido[2,3-d]pyrimidin-2-one ClC1=CC2=C(N(C(N=C2N2[C@H](CN([C@@H](C2)C)C(C=C)=O)C)=O)C=2C(=NC=CC2N(CC)CC)C(C)C)N=C1C1=C(C=CC=C1)C(C)C